N1-(4-aminobutyl)butane-1,4-diamine NCCCCNCCCCN